N-ethyl-lactamide C(C)NC(C(O)C)=O